N-allyl-2,3,4,5,6-pentafluorobenzamide C(C=C)NC(C1=C(C(=C(C(=C1F)F)F)F)F)=O